3-(N-((5-(5-(difluoromethyl)-1,3,4-oxadiazol-2-yl)thiazol-2-yl)methyl)-N-(5-methylpyridin-3-yl)sulfamoyl)propionamide FC(C1=NN=C(O1)C1=CN=C(S1)CN(S(=O)(=O)CCC(=O)N)C=1C=NC=C(C1)C)F